COCOCCCOCOC 2,4,8,10-tetraoxa-undecane